anilino-1,3-oxazol-2(3H)-one N(C1=CC=CC=C1)N1C(OC=C1)=O